5-((3,4-difluorophenyl)carbamoyl)-1-methyl-1H-pyrrole-3-sulfonyl chloride FC=1C=C(C=CC1F)NC(=O)C1=CC(=CN1C)S(=O)(=O)Cl